FC=1C=C2C(C[C@H]([C@@H](C2=CC1F)NC(=O)NC=1C(=NC(=C(C1)C)C1=CN=C(S1)C)C1=CC=CC=C1)O)(C)C 1-((1R,2R)-6,7-difluoro-2-hydroxy-4,4-dimethyl-1,2,3,4-tetrahydronaphthalen-1-yl)-3-(5-methyl-6-(2-methylthiazol-5-yl)-2-phenylpyridin-3-yl)urea